B(OO[Si](C)(C)C)(OO[Si](C)(C)C)OO[Si](C)(C)C Tri(trimethylsiloxy) borate